FC=1C=CC(=C(C(=O)N2C3CC([C@@H]([C@@H]2CNC2=NC=C(N=C2)C(F)(F)F)C)C3)C1)N1N=CC=N1 |o1:12,13| N-{[(3R,4S) or (3S,4R)-2-[5-fluoro-2-(2H-1,2,3-triazol-2-yl)benzoyl]-4-methyl-2-azabicyclo[3.1.1]heptan-3-yl]methyl}-5-(trifluoromethyl)pyrazin-2-amine